C(C)(C)(C)O[Al](OC(C)(C)C)OC(C)(C)C trit-butoxyaluminum